C1(=CC=CC=C1)C(CC)NCCN 1-phenyl-1-(2-aminoethylamino)-propane